5-Amino-3-[2-[4-[4-(2-methoxyethoxy)phenyl]piperazin-1-yl]ethyl]-1-methyl-8-pyrazin-2-yl-[1,2,4]triazolo[5,1-f]purin-2-one NN1C=NC(=C2N3C(N=C12)N(C(N3C)=O)CCN3CCN(CC3)C3=CC=C(C=C3)OCCOC)C3=NC=CN=C3